3-[[(2R,6R)-2-[[bis(4-methoxyphenyl)-phenyl-methoxy]methyl]-4-cyclohexyl-6-(5-methyl-2,4-dioxo-pyrimidin-1-yl)morpholin-2-yl]methoxy-(diisopropylamino)-phosphanyl]-oxopropanenitrile COC1=CC=C(C=C1)C(OC[C@]1(CN(C[C@@H](O1)N1C(NC(C(=C1)C)=O)=O)C1CCCCC1)COP(CC(C#N)=O)N(C(C)C)C(C)C)(C1=CC=CC=C1)C1=CC=C(C=C1)OC